acryloyl-oxyethyl-succinic acid C(C=C)(=O)OCCC(C(=O)O)CC(=O)O